N-((1R,2S)-3,3-difluoro-2-hydroxycyclohexyl)-6-((5-methyl-3-(6-methylpyridin-3-yl)isoOxazol-4-yl)methoxy)pyridine-3-carboxamide FC1([C@H]([C@@H](CCC1)NC(=O)C=1C=NC(=CC1)OCC=1C(=NOC1C)C=1C=NC(=CC1)C)O)F